Cl.Cl.C12NCC(NC1)CC2 2,5-diazabicyclo[2.2.2]octane dihydrochloride